C(CCOCCOCCOCCOCCCC1=C2CN(C(C2=CC=C1)=O)C1C(NC(CC1)=O)=O)C1=C2CN(C(C2=CC=C1)=O)C1C(NC(CC1)=O)=O 3,3'-((4,7,10,13-Tetraoxahexadecane-1,16-diyl)bis(1-oxoisoindoline-4,2-diyl))bis(piperidine-2,6-dione)